trans-N-{2-[4-(2,3-dichlorophenyl)-piperazin-1-yl]-2-oxo-ethyl}-cyclohexylamine ClC1=C(C=CC=C1Cl)N1CCN(CC1)C(CNC1CCCCC1)=O